N[C@@H]1[C@H](CCCC1)C1=C(C2=NC(=CC(=C2S1)NCC=1SC=CC1)Cl)CO (2-((1S,2S)-2-aminocyclohexyl)-5-chloro-7-((thiophen-2-ylmethyl)amino)thieno[3,2-b]pyridin-3-yl)methanol